CN1C(CC(CC1(C)C)C(CCCC(C(=O)O)(C(=O)O)CC1=CC(=C(C(=C1)C(C)(C)C)O)C(C)(C)C)C1CC(N(C(C1)(C)C)C)(C)C)(C)C.[N+](=O)([O-])C(N(C1=CC=CC=C1)C(C1=CC=CC=C1)=O)C(=O)O nitrobenzoylphenyl-glycine bis(1,2,2,6,6-pentamethyl-4-piperidinyl)-[[3,5-bis(1,1-dimethylethyl)-4-hydroxyphenyl]methyl]butylmalonate